C(C=C)[C@H]1[C@](CN(C1)C(NC(CNC(=O)OC(C)(C)C)=O)=N)(C(=O)OCC1=CC=CC=C1)N=[N+]=[N-] rac-(trans)-benzyl 4-allyl-3-azido-1-(N-((tert-butoxycarbonyl)glycyl)carbamimidoyl)pyrrolidine-3-carboxylate